morpholin-4-ylthieno(3,2-d)pyrimidine N1(CCOCC1)C=1N=CC2=C(N1)C=CS2